(Z)-1-(4-(1-(3,5-bis(trifluoromethyl)phenyl)-1H-1,2,4-triazol-3-yl)-2-methylphenyl)-3-(3-(5-methyl-2-((2,2,2-trifluoroethoxy)methyl)phenyl)-4-oxothiazolidin-2-ylidene)urea FC(C=1C=C(C=C(C1)C(F)(F)F)N1N=C(N=C1)C1=CC(=C(C=C1)NC(=O)\N=C\1/SCC(N1C1=C(C=CC(=C1)C)COCC(F)(F)F)=O)C)(F)F